C(C)(C)(C)C1=CC=C(C=C1)NC(NC1=CC=C(C(=O)NCCCCCCC(=O)NO)C=C1)=O 4-(3-(4-(tert-butyl)phenyl)ureido)-N-(7-(hydroxyamino)-7-oxoheptyl)benzamide